NCCC[Si](OC(C)C)(OC(C)C)OC(C)C γ-aminopropyltriisopropoxysilane